ClC1=C(C=C(C=C1)F)C1(CC1)/C(/N)=N/OC(=O)C1=NN(C(=C1)C(F)F)C (Z)-1-(2-chloro-5-fluorophenyl)-N'-((5-(difluoromethyl)-1-methyl-1H-pyrazole-3-carbonyl)oxy)cyclopropane-1-carboximidamide